ClC1=CC=C(C=NNC(=O)C2CC3=C(NC4=CC=CC=C34)C(N2)C)C=C1 N'-(4-chlorobenzylidene)-1-methyl-2,3,4,9-tetrahydropyrido[3,4-b]indole-3-carboxylic acid hydrazide